(16R,19R)-1-azido-16,19-bis(4-(3-(2-(2-azidoethoxy)ethoxy)propanamido)butyl)-9,14,17,20-tetraoxo-3,6,24,27,30,33-hexaoxa-10,15,18,21-tetraazahexatriacontan-36-oic acid N(=[N+]=[N-])CCOCCOCCC(NCCCC(N[C@@H](C(N[C@@H](C(NCCOCCOCCOCCOCCC(=O)O)=O)CCCCNC(CCOCCOCCN=[N+]=[N-])=O)=O)CCCCNC(CCOCCOCCN=[N+]=[N-])=O)=O)=O